(2R)-2-(6-{5-chloro-2-[(oxan-4-yl)amino]pyrimidin-4-yl}-1-oxo-2,3-dihydro-1H-isoindol-2-yl)-N-[(1R)-1-(6-fluoropyridin-2-yl)ethyl]propanamide ClC=1C(=NC(=NC1)NC1CCOCC1)C1=CC=C2CN(C(C2=C1)=O)[C@@H](C(=O)N[C@H](C)C1=NC(=CC=C1)F)C